N-(7-{8-methyl-1H,2H,3H-pyrido[2,3-b][1,4]oxazin-7-yl}-5H,6H,7H,8H-pyrido[3,4-d]pyrimidin-2-yl)-1-[(1-methyl-1H-pyrazol-4-yl)methyl]piperidin-4-amine CC1=C(C=NC=2OCCNC21)N2CC=1N=C(N=CC1CC2)NC2CCN(CC2)CC=2C=NN(C2)C